O[C@@H](COC[C@H](C)NC1=C(C(NN=C1)=O)C(F)(F)F)C(N1CCN(CC1)C1=NC=C(C=N1)C(F)(F)F)=O 5-(((S)-1-((S)-2-hydroxy-3-oxo-3-(4-(5-(trifluoromethyl)pyrimidin-2-yl)piperazin-1-yl)propoxy)propan-2-yl)amino)-4-(trifluoromethyl)pyridazin-3(2H)-one